(3Z)-3-HEXENYL CYCLOPROPANECARBOXYLATE C1(CC1)C(=O)OCC\C=C/CC